(3-(3-fluoro-4-((2-isopropylimidazol-1-yl)methyl)phenyl)-5-isobutyl-2-thienyl)sulfonyl-carbamic acid methyl ester COC(NS(=O)(=O)C=1SC(=CC1C1=CC(=C(C=C1)CN1C(=NC=C1)C(C)C)F)CC(C)C)=O